ClC=1C=C(C(=NC1)OC)S(=O)(=O)NC1=C(C(=C(C=C1)F)C=1C=CC=2N(C1)C=NC2C2=NC1=C(N2COCC[Si](C)(C)C)CCCC1)F 5-chloro-N-[2,4-difluoro-3-[1-(1-[[2-(trimethylsilyl)ethoxy]methyl]-4,5,6,7-tetrahydro-1,3-benzodiazol-2-yl)imidazo[1,5-a]pyridin-6-yl]phenyl]-2-methoxypyridine-3-sulfonamide